The molecule is a ginsenoside found in Panax species that is dammarane which is substituted by hydroxy groups at the 3beta, 12beta and 20 pro-S positions, in which the hydroxy group at position 20 has been converted to the corresponding beta-D-glucopyranosyl-(1->6)-beta-D-glucopyranoside, and in which a double bond has been introduced at the 24-25 position. It has a role as a plant metabolite. It is a 12beta-hydroxy steroid, a beta-D-glucoside, a disaccharide derivative, a ginsenoside, a tetracyclic triterpenoid, a 3beta-hydroxy steroid and a 3beta-hydroxy-4,4-dimethylsteroid. It derives from a hydride of a dammarane. CC(=CCC[C@@](C)([C@H]1CC[C@@]2([C@@H]1[C@@H](C[C@H]3[C@]2(CC[C@@H]4[C@@]3(CC[C@@H](C4(C)C)O)C)C)O)C)O[C@H]5[C@@H]([C@H]([C@@H]([C@H](O5)CO[C@H]6[C@@H]([C@H]([C@@H]([C@H](O6)CO)O)O)O)O)O)O)C